C(C1=CC=CC=C1)OC(CN1C(CN(CC1)C)=O)=O 2-(4-methyl-2-oxopiperazin-1-yl)acetic acid benzyl ester